COCOC=1C(=CC2=CN(N=C2C1C)C)C1=NC=C(C(=N1)C)C(=O)NC1C[C@@H]2CC[C@H](C1)N2C(=O)OC(C)(C)C tert-butyl (1S,5R)-3-[[2-[6-(methoxymethoxy)-2,7-dimethyl-indazol-5-yl]-4-methyl-pyrimidine-5-carbonyl]amino]-8-azabicyclo[3.2.1]octane-8-carboxylate